IC1=NC=C2N1C=CC(=C2)CN2CCCC2 3-iodo-7-(pyrrolidin-1-ylmethyl)imidazo[1,5-a]pyridine